1-(phenyl-d5)ethanone C1(=C(C(=C(C(=C1[2H])[2H])[2H])[2H])[2H])C(C)=O